OC(CCC[C@@H]1[C@H](NC1=O)C(=O)OCC1(CC=CC=C1)[Si](C)(C)C(C)(C)C)CO (2S,3R)-1-[tert-butyl (dimethyl) silyl]-benzyl 3-(4,5-dihydroxypentyl)-4-oxoazetidine-2-carboxylate